lactic acid ammonium salt [NH4+].C(C(O)C)(=O)[O-]